2-(3,4-dimethoxyphenyl)-5-methoxy-8,8-dimethyl-4H,8H-pyrano[2,3-f]chromen-4-one COC=1C=C(C=CC1OC)C1=CC(C=2C(=C3C=CC(OC3=CC2OC)(C)C)O1)=O